tert-Butyl 5-bromopyridine-3-carboxylate BrC=1C=C(C=NC1)C(=O)OC(C)(C)C